N1=C(C=CC=C1)/C=C/C(=O)C1=C(C(=C(C=C1)OC)OC)OC (E)-3-(pyridin-2-yl)-1-(2,3,4-trimethoxyphenyl)prop-2-en-1-one